CNC(O[C@@H]1CC[C@H](CC1)C(N(C[C@@H]1CC[C@H](CC1)C1=CC(=C(C=C1)OC)C)C1=CC(=CC=C1)C=1C=NN(C1)C1CC1)=O)=O trans-4-((3-(1-Cyclopropyl-1H-pyrazol-4-yl)phenyl)((trans-4-(4-methoxy-3-methylphenyl)cyclohexyl)methyl) carbamoyl)cyclohexyl methylcarbamate